C12NCC(C1N1C(=NC=3C(=NC=4C(=C(C(=CC4C31)CC3=CC=C(C#N)C=C3)Br)F)N3CC(C3)N(C)C)CCNC)C2 4-((1-((endo)-2-azabicyclo[2.1.1]hexan-5-yl)-7-bromo-4-(3-(dimethylamino)azetidin-1-yl)-6-fluoro-2-(2-(methylamino)ethyl)-1H-imidazo[4,5-c]quinolin-8-yl)methyl)benzonitrile